Methyl (R)-4-(((2-amino-4,5,6,7-tetrahydrobenzo[d]thiazol-6-yl)(propyl)amino)methyl)piperidine-1-carboxylate hydrochloride Cl.NC=1SC2=C(N1)CC[C@H](C2)N(CCC)CC2CCN(CC2)C(=O)OC